6-(2-chlorophenyl)-2-{[4-(1-methylpiperidin-4-yl)phenyl]amino}imidazo[1,2-a]pyrimido[5,4-e]pyrimidin-5(6H)-one ClC1=C(C=CC=C1)N1C=2N(C3=C(C1=O)C=NC(=N3)NC3=CC=C(C=C3)C3CCN(CC3)C)C=CN2